4-amino-N-cyclopropyl-7-fluoro-N-(4-methoxybenzyl)imidazo[1,5-a]quinoxaline-8-formamide NC=1C=2N(C3=CC(=C(C=C3N1)F)C(=O)N(CC1=CC=C(C=C1)OC)C1CC1)C=NC2